4H-thieno[3,2-b]pyridin-7-one S1C=CC=2NC=CC(C21)=O